ClC1=CC=C(CC=2C=C(C=CC2)C(CC(=O)OCC)NC(=O)NC=2C(N(C=C(C2O)C)C)=O)C=C1 ethyl 3-(3-(4-chlorobenzyl)phenyl)-3-(3-(4-hydroxy-1,5-dimethyl-2-oxo-1,2-dihydropyridin-3-yl) ureido)propanoate